COC1=CC2=C(SC(=C2)C(CCCC(=O)O)=O)C=C1OC 5-(5,6-dimethoxybenzo[b]thiophen-2-yl)-5-oxopentanoic acid